(2R,4S)-N-((S)-1-(((6-amino-2-methylpyridin-3-yl)methyl)amino)-1-oxopropan-2-yl)-4-(3-bromobenzyl)pyrrolidine-2-carboxamide dihydrochloride Cl.Cl.NC1=CC=C(C(=N1)C)CNC([C@H](C)NC(=O)[C@@H]1NC[C@H](C1)CC1=CC(=CC=C1)Br)=O